6-[1-(2,2-difluoroethyl)-1H-pyrazolo[3,4-b]pyrazin-6-yl]-2-[6-(trifluoromethyl)pyridin-2-yl]-2,6-diazaspiro[3.5]nonane FC(CN1N=CC=2C1=NC(=CN2)N2CC1(CN(C1)C1=NC(=CC=C1)C(F)(F)F)CCC2)F